(3-fluoro-4-((1-fluoro-7-(o-tolyl)pyrrolo[3,2-e]indazol-6(3H)-yl)methyl)phenethyl)propan-1-amine FC=1C=C(CCC(CC)N)C=CC1CN1C(=CC=2C=3C(=NNC3C=CC21)F)C2=C(C=CC=C2)C